4-((4-Methoxy-5-((S)-2,2,2-trifluoro-1-hydroxyethyl)pyrazolo[1,5-a]pyridin-3-yl)amino)-N-(methyl-d3)-6-((R*)-spiro[2.2]pentane-1-carboxamido)pyridazine-3-carboxamide COC=1C=2N(C=CC1[C@@H](C(F)(F)F)O)N=CC2NC2=C(N=NC(=C2)NC(=O)[C@@H]2CC21CC1)C(=O)NC([2H])([2H])[2H] |o1:27|